C(CCC)C=1N(C(C(=C(N1)O)CC1=CC=C(C=C1)C(=O)NCC)=O)C1=C(C=CC=C1OC)OC 4-{[2-butyl-1-(2,6-dimethoxyphenyl)-4-hydroxy-6-oxo-1,6-dihydropyrimidin-5-yl]methyl}-N-ethylbenzenecarboxamide